5-(6-(trifluoromethyl)pyridinecarboxamido)-2H-indazole-6-carboxamide hydrochloride Cl.FC(C1=CC=CC(=N1)C(=O)NC1=CC2=CNN=C2C=C1C(=O)N)(F)F